1-(7-chlorothieno[3,2-b]pyridin-2-yl)prop-2-yn-1-ol ClC1=C2C(=NC=C1)C=C(S2)C(C#C)O